11-(2-(((2S,4R)-1-((S)-2-(1-fluorocyclopropane-1-carboxamido)-3,3-dimethylbutanoyl)-4-hydroxypyrrolidine-2-carboxamido)methyl)-5-(4-methylthiazol-5-yl)phenoxy)undecanoic acid FC1(CC1)C(=O)N[C@H](C(=O)N1[C@@H](C[C@H](C1)O)C(=O)NCC1=C(OCCCCCCCCCCC(=O)O)C=C(C=C1)C1=C(N=CS1)C)C(C)(C)C